C(C)(=O)N1CCC(CC1)N1N=CC(=C1)NC1=NC=C(C(=N1)C1=CC=C(C(=O)N[C@@H](C)C#N)C=C1)C (S)-4-(2-((1-(1-acetylpiperidin-4-yl)-1H-pyrazol-4-yl)amino)-5-methylpyrimidin-4-yl)-N-(1-cyanoethyl)benzamide